5-(4-(2-(4-((1-(3-aminopropyl)-3-(4-(trifluoromethoxy)phenyl)-1H-indol-5-yl)methyl)piperazin-1-yl)acetyl)piperazin-1-yl)-2-(2,6-dioxopiperidin-3-yl)isoindoline-1,3-dione NCCCN1C=C(C2=CC(=CC=C12)CN1CCN(CC1)CC(=O)N1CCN(CC1)C=1C=C2C(N(C(C2=CC1)=O)C1C(NC(CC1)=O)=O)=O)C1=CC=C(C=C1)OC(F)(F)F